FC=1C(=NC=C(C1)C1=CC=NC2=CC=CC=C12)OC[C@](CC(C)C)(N)C (S)-1-((3-fluoro-5-(quinolin-4-yl)pyridin-2-yl)oxy)-2,4-dimethylpentan-2-amine